C(CCCCCCC\C=C/CCCCCCCC)(=O)OC(C(OC(C)C)OC(C)C)=O diisopropoxyacetyl oleate